C(=O)(O)C1=CC=C(C=C1)NC(C(CC1CCC(CC1)(C)O)C1=[N+](C=C(C=C1)C1=C(C(=CC=C1C(F)F)Cl)F)[O-])=O 2-(1-((4-carboxyphenyl)amino)-3-((1s,4s)-4-hydroxy-4-methylcyclohexyl)-1-oxopropan-2-yl)-5-(3-chloro-6-(difluoromethyl)-2-fluorophenyl)pyridine 1-oxide